N1=CC(=CC(=C1)OCC=1C=C(C(=O)N[C@@H]2[C@H](CCCC2)O)C=CC1C)C=1C=NC=CC1 3-{[([3,3'-bipyridine]-5-yl)oxy]methyl}-N-[(1S,2S)-2-hydroxycyclohexyl]-4-methylbenzamide